mono-sodium azelate C(CCCCCCCC(=O)O)(=O)[O-].[Na+]